[Si](C)(C)(C(C)(C)C)OCC1CC(C1)C1=CC=CC2=C1N(C(N2)=O)C 7-(3-(((Tert-butyldimethylsilyl)oxy)methyl)cyclobutyl)-1-methyl-1,3-dihydro-2H-benzo[d]imidazol-2-one